N-(2-(2,6-dioxo-piperidin-3-yl)-3-oxoisoindolin-5-yl)-3-methoxy-benzenesulfonamide O=C1NC(CCC1N1CC2=CC=C(C=C2C1=O)NS(=O)(=O)C1=CC(=CC=C1)OC)=O